C(=C)OC([C@]1(NCCC1)OCCS(=O)(=O)F)=O 2-(fluorosulfonylethoxy)prolyl vinyl ether